FC=1C=C2C(=C3CN(C(C13)=O)C1C(NC(CC1)=O)=O)OCC21CCN(CC1)CC1=CC(=CC=C1)C=1C=NN(C1)C 3-(5-fluoro-1'-(3-(1-methyl-1H-pyrazol-4-yl)benzyl)-6-oxo-6,8-dihydro-2H,7H-spiro[furo[2,3-e]isoindole-3,4'-piperidin]-7-yl)piperidine-2,6-dione